(R)-N-(5-chloro-6-(2H-1,2,3-triazol-2-yl)pyridin-3-yl)-2-(difluoromethyl)-8,8-dimethyl-7,8-dihydro-6H-cyclopenta[e]pyrazolo[1,5-a]pyrimidine-6-carboxamide ClC=1C=C(C=NC1N1N=CC=N1)NC(=O)[C@@H]1CC(C2=C1C=NC=1N2N=C(C1)C(F)F)(C)C